C(C)(C)OC(N[C@@H]1CC[C@H](CC1)C=1SC(=CN1)C1=C(C=C(C=C1)NC=1OC=CN1)S(NCC)(=O)=O)=O (Trans-4-(5-(2-(N-ethylsulfamoyl)-4-(oxazol-2-ylamino)phenyl)thiazole-2-Yl)cyclohexyl)carbamic acid isopropyl ester